[Cl-].C(#N)/N=C(\NCCCCC1CCNCC1)/NC=1C=NC=CC1 (E)-2-cyano-1-(4-(piperidin-4-yl)butyl)-3-(pyridin-3-yl)guanidine chloride